ClC=1C=C(C=CC1Cl)N1CC(N(CC1)C(=O)N1C(C=CC2=CC=CC=C12)=O)C (4-(3,4-dichlorophenyl)-2-methylpiperazine-1-carbonyl)quinolin-2(1H)-one